C1(=CC=CC=C1)C1=CC=C(C(=O)N2CCN(CC2)C2=NC3=CC=CC=C3C(N2)=O)C=C1 2-[4-(4-Phenylbenzoyl)piperazin-1-yl]-3H-quinazolin-4-one